(R)-(4-(4-fluoropyrazolo[1,5-a]pyridin-2-yl)-6,7-dihydro-1H-imidazo[4,5-c]pyridin-5(4H)-yl)(6-methoxypyrazolo[1,5-a]pyridin-3-yl)methanone FC=1C=2N(C=CC1)N=C(C2)[C@@H]2N(CCC1=C2N=CN1)C(=O)C=1C=NN2C1C=CC(=C2)OC